C1(=CC=CC=C1)C=NC1=CC=C(C=C1)C N-(phenylmethylene)-4-methylaniline